Cl.COC(=O)[C@@H]1[C@H]2C([C@H]2CN1C([C@H](C1CC1)N)=O)(C)C (1r,2S,5S)-3-((S)-2-amino-2-cyclopropylacetyl)-6,6-dimethyl-3-azabicyclo[3.1.0]hexane-2-carboxylic acid methyl ester hydrochloride